(2-((5-(1H-pyrazol-4-yl)thiazolo[5,4-b]pyridin-2-yl)amino)-3-fluoropyridin-4-yl)methanol N1N=CC(=C1)C1=CC=C2C(=N1)SC(=N2)NC2=NC=CC(=C2F)CO